C(C=C)CC(=N)C1=NC=CC=C1 allyl-1-(pyridin-2-yl)ethane-1-imine